OC[C@H](C1=CC=CC=C1)NC1=NC(=NC=C1C1=NC(=NO1)C12CCN(CC1)CC2)NC2=CC=C1C(=N2)N(NC1=O)C(C)C (S)-6-((4-((2-hydroxy-1-phenylethyl)amino)-5-(3-(quinuclidin-4-yl)-1,2,4-oxadiazol-5-yl)pyrimidin-2-yl)amino)-1-isopropyl-1,2-dihydro-3H-pyrazolo[3,4-b]pyridin-3-one